C(#N)C=1C=C(C=CC1OC(C)C)C1=CN(C2=NC=CC(=C21)OC2=C(C=C(C=C2F)NC(OC2=CC=CC=C2)=S)F)COCC[Si](C)(C)C O-phenyl {4-[(3-{3-cyano-4-[(propan-2-yl)oxy]phenyl}-1-{[2-(trimethylsilyl)ethoxy]methyl}-1H-pyrrolo[2,3-b]pyridin-4-yl)oxy]-3,5-difluorophenyl}carbamothioate